[C@H]12N(CCOC[C@@H]2C1)C=1C2=C(N=C(N1)OC[C@]13CCCN3C[C@@H](C1)F)C(=C(N=C2)C2=CC(=CC1=CC=C(C(=C21)C#C)F)O)F 4-(4-((1S,7r)-5-oxa-2-azabicyclo[5.1.0]oct-2-yl)-8-fluoro-2-(((2r,7as)-2-fluorotetrahydro-1H-pyrrolizin-7A(5H)-yl)methoxy)pyrido[4,3-d]pyrimidin-7-yl)-5-ethynyl-6-fluoronaphthalen-2-ol